sodium phenylpropionic acid salt C1(=CC=CC=C1)C(C(=O)[O-])C.[Na+]